methyl 4-((5-chloro-2-((2-(difluoromethoxy)-4-(4-ethylpiperazin-1-yl)phenyl)amino)pyrimidin-4-yl)amino)thiophene-3-carboxylate ClC=1C(=NC(=NC1)NC1=C(C=C(C=C1)N1CCN(CC1)CC)OC(F)F)NC=1C(=CSC1)C(=O)OC